C(C1=CC=CC=C1)N1CCN(C12COC2)C(=O)C=2C=C(C=CC2)/C=C/C(=O)C2=CC=NC=C2 (E)-3-(3-(8-benzyl-2-oxa-5,8-diazaspiro[3.4]octane-5-carbonyl)phenyl)-1-(pyridin-4-yl)prop-2-en-1-one